bis{4-(3-aminophenoxy) phenyl} sulfide NC=1C=C(OC2=CC=C(C=C2)SC2=CC=C(C=C2)OC2=CC(=CC=C2)N)C=CC1